CN1C(=NC(=C1)C(F)(F)F)C12CCC(CC1)(CC2)CO (4-(1-methyl-4-(trifluoromethyl)-1H-imidazol-2-yl)bicyclo[2.2.2]octan-1-yl)methanol